methyl (E)-3-(3-((3-(3-((4-(methylcarbamoyl)-1H-indol-5-yl)oxy)phenyl)-1H-pyrazol-1-yl)methyl)phenyl)acrylate CNC(=O)C1=C2C=CNC2=CC=C1OC=1C=C(C=CC1)C1=NN(C=C1)CC=1C=C(C=CC1)/C=C/C(=O)OC